N-(1-(7H-pyrrolo[2,3-d]pyrimidin-4-yl)piperidin-4-yl)-2,3,5,6-tetrafluoro-4-(methylsulfinyl)benzenesulfonamide N1=CN=C(C2=C1NC=C2)N2CCC(CC2)NS(=O)(=O)C2=C(C(=C(C(=C2F)F)S(=O)C)F)F